3'-O-(5'-thymidylyl)thymidine [C@@H]1(C[C@H](O)[C@@H](COP(=O)(O)O[C@H]2C[C@@H](O[C@@H]2CO)N2C(=O)NC(=O)C(C)=C2)O1)N1C(=O)NC(=O)C(C)=C1